1-Boc-4-(4-bromophenyl)piperidine (1R,3S)-3-(3-{[(1-methyl-1H-pyrazol-4-yl)acetyl]-amino}-1H-pyrazol-5-yl)-cyclopentyl-[(2S*,3S*)-3-fluorobutan-2-yl]carbamate CN1N=CC(=C1)CC(=O)NC1=NNC(=C1)[C@@H]1C[C@@H](CC1)N(C(O)=O)[C@@H](C)[C@H](C)F.C(=O)(OC(C)(C)C)N1CCC(CC1)C1=CC=C(C=C1)Br |o1:24,26|